OC1=C(C=CC(=C1)C(F)(F)F)C1=NN=C(C2=CC(=CC=C12)P(C)(C)=O)N[C@H]1CN(CCC1)C (R)-(1-(2-hydroxyl-4-(trifluoromethyl)phenyl)-4-((1-methylpiperidin-3-yl)amino)phthalazin-6-yl)dimethylphosphine oxide